FC1(CN(CC=2C1=NC=1N(C2)C(=C(N1)C1=NC(=NN1)C(F)(F)F)C1=CN=CN1)C)F 9,9-difluoro-3-(1H-imidazol-5-yl)-7-methyl-2-(3-(trifluoromethyl)-1H-1,2,4-triazol-5-yl)-6,7,8,9-tetrahydroimidazo[1,2-a]pyrido[4,3-d]pyrimidine